piperazine-1,4-diylbis(butane-4,1-diyl) bis(3-(didodecylamino)propanoate) C(CCCCCCCCCCC)N(CCC(=O)OCCCCN1CCN(CC1)CCCCOC(CCN(CCCCCCCCCCCC)CCCCCCCCCCCC)=O)CCCCCCCCCCCC